4-amino-N-(2,3-dihydro-1H-inden-2-yl)-6-((2-methoxyphenyl)amino)-N-methyl-picolinamide NC1=CC(=NC(=C1)NC1=C(C=CC=C1)OC)C(=O)N(C)C1CC2=CC=CC=C2C1